8-{7-difluoromethyl-6-[1-(1-methyl-azepin-3-yl)-1H-pyrazol-4-yl]-3,4-dihydro-2H-quinolin-1-yl}-[1,7]naphthyridine-6-carboxylic acid FC(C1=C(C=C2CCCN(C2=C1)C=1N=C(C=C2C=CC=NC12)C(=O)O)C=1C=NN(C1)C1=CN(C=CC=C1)C)F